COC=1C=C(/C=C/C2=CC=C(OCC(CN(CCC)CCC)O)C=C2)C=C(C1)OC (E)-1-(4-(3,5-dimethoxystyryl)phenoxy)-3-(dipropylamino)propan-2-ol